N1=CC=C(C=C1)NC(=O)C1=CC=C(C=C1)C1=CC=CC=C1 N-(pyridin-4-yl)-[1,1'-biphenyl]-4-carboxamide